3-fluoro-5-(trifluoromethyl)benzoyl chloride FC=1C=C(C(=O)Cl)C=C(C1)C(F)(F)F